ClC1=CC(=C(C(=C1)C)C=1C(NC2(C1O)CCC(CC2)=O)=O)C 3-(4-chloro-2,6-dimethylphenyl)-4-hydroxy-1-azaspiro[4.5]dec-3-en-2,8-dione